silicon germanium sulfur (2S,3S)-1-methyl-5-oxo-2-(pyridin-3-yl)pyrrolidine-3-carboxylic acid CN1[C@@H]([C@H](CC1=O)C(=O)O)C=1C=NC=CC1.[S].[Ge].[Si]